1-(2,2-difluoroethyl)-6-(4-((6-(trifluoromethyl)pyridin-2-yl)oxy)piperidin-1-yl)-1H-pyrazolo[3,4-b]pyrazine FC(CN1N=CC=2C1=NC(=CN2)N2CCC(CC2)OC2=NC(=CC=C2)C(F)(F)F)F